4-methyl-(2,2'-bipyridine)-4-hexanoic acid CC1(CC(=NC=C1)C1=NC=CC=C1)CCCCCC(=O)O